(3-(1-amino-1,3-dihydrospiro[indene-2,4'-piperidin]-1'-yl)-6-(2-(2-amino-3-chloropyridin-4-yl)-2-fluorovinyl)pyrazin-2-yl)methanol NC1C2=CC=CC=C2CC12CCN(CC2)C=2C(=NC(=CN2)C=C(F)C2=C(C(=NC=C2)N)Cl)CO